(S)-2-(1-(4-amino-3-(2,3-difluoro-4-methoxyphenyl)-1H-pyrazolo[3,4-d]pyrimidin-1-yl)ethyl)-5-chloro-3-phenylquinazolin NC1=C2C(=NC=N1)N(N=C2C2=C(C(=C(C=C2)OC)F)F)C(C)[C@@H]2N=C1C=CC=C(C1=CN2C2=CC=CC=C2)Cl